3-Allylbenzol C(C=C)C=1C=CC=CC1